(R)-1-(thiophen-3-yl)propan-2-amine S1C=C(C=C1)C[C@@H](C)N